C(#N)C=1C=C(C(=C(C1)[C@H](C)NC(=O)C=1C=NC2=C(N=C(C=C2C1N1CCN[C@H](CC1)C)C)C1CC1)O)OC N-[(S)-1-(5-cyano-2-hydroxy-3-methoxyphenyl)ethyl]-4-[(S)-5-methyl-1,4-diazepan-1-yl]-8-cyclopropyl-6-methyl-1,7-diaza-3-naphthamide